10-(3-aminopropyl)-3,4-dimethyl-9(10H)-acridone NCCCN1C=2C(=C(C=CC2C(C2=CC=CC=C12)=O)C)C